C(CCCCCC=C)OC1=CC=C(C(=O)OC2=C(C=C(C=C2)OC(C2=CC=C(C=C2)OCCCCCCC=C)=O)C)C=C1 2-Methyl-1,4-phenylene bis(4-(oct-7-enyloxy)benzoate)